1-(6-methoxy-7-(3-(pyrrolidin-1-yl)propoxy)-2-(1H-1,2,4-triazol-1-yl)quinazolin-4-yl)piperidin-3-amine COC=1C=C2C(=NC(=NC2=CC1OCCCN1CCCC1)N1N=CN=C1)N1CC(CCC1)N